COC(=O)C1=CC2=CC=CC=C2C=C1OC(C)C1=NC=CC=C1 3-(1-(pyridin-2-yl)ethoxy)-2-naphthoic acid methyl ester